FC=1C=C(C=C(C1)C)N1N=C(C(=N1)C1OCC(N1CCC1=CC2=C(NC(N2)=O)C=C1)=O)C1=CC=C(C=C1)F (2-(3-fluoro-5-methylphenyl)-5-(4-fluorophenyl)-2H-1,2,3-triazol-4-yl)-3-(2-(2-oxo-2,3-dihydro-1H-benzo[d]imidazol-5-yl)ethyl)oxazolidin-4-one